C(C)(C)(C)OC(N(C1=CC=CC=C1)CC(NC1=CN=CC2=CC=CC=C12)C#N)=O tert-butyl(2-cyano-2-(isoquinolin-4-ylamino)ethyl)(phenyl)carbamate